CCCCCCCCC/C=C\CCCCCCCC(=O)O[C@H](COC(=O)CCC/C=C\C/C=C\C/C=C\C/C=C\CCCCC)COP(=O)(O)OC[C@H](CO)O 1-(5Z,8Z,11Z,14Z-eicosatetraenoyl)-2-(9Z-nonadecenoyl)-glycero-3-phospho-(1'-sn-glycerol)